COC1=CC=C(C=C1)C1=C(N=CO1)\C(\C(\C)=N\NC(NC)=S)=N/NC(NC)=S (2E,2'E)-2,2'-(1-(5-(4-methoxyphenyl)oxazol-4-yl)propane-1,2-diylidene)bis(N-methylhydrazine-1-carbothioamide)